C1CC12CCN(CC2)C2=CN=CC=C2C(=O)N 5-(6-azaspiro[2.5]octan-6-yl)isonicotinamide